CC(CC1=CC=C(C=C1)[I+]C1=CC=C(C=C1)C)C 4-(2-methylpropyl)phenyl-p-tolyliodonium